7-methyl-3-methylene-7-octenyl Propionate C(CC)(=O)OCCC(CCCC(=C)C)=C